(R)-N-(1-(2-chloro-4-fluorophenyl)ethyl)-4-methyl-7-morpholinophthalazin-1-amine Hydrochloride salt Cl.ClC1=C(C=CC(=C1)F)[C@@H](C)NC1=NN=C(C2=CC=C(C=C12)N1CCOCC1)C